N-acetyl-γ-caprolactam C(C)(=O)N1C(CCC1CC)=O